1,1-bis(3'-indolyl)-1-(3,5-dibromo-4-hydroxyphenyl)methane C1=CC=C2C(=C1)C=CN2C(C3=CC(=C(C(=C3)Br)O)Br)N4C=CC5=CC=CC=C54